COC(=O)C=1N=C(C2=CC(=CC=C2C1)N1C(OCC1)=O)Cl 1-chloro-7-(2-oxo-oxazolidin-3-yl)-isoquinoline-3-carboxylic acid methyl ester